2-(5-Methylhexahydropyrrolo[3,4-c]pyrrol-2(1H)-yl)-6-nitrobenzo[4',5']-imidazo[1',2':1,6]pyrido[2,3-d]pyrimidin-5(7H)-one CN1CC2C(C1)CN(C2)C=2N=CC1=C(N2)N2C(=C(C1=O)[N+](=O)[O-])NC1=C2C=CC=C1